ClC=1C(=CC=C2C=C(C=C(C12)C1=C(C=2N=C(N=C(C2C=N1)OCC(F)(F)F)OCC1(CC1)CN(C)C)F)O[Si](C(C)C)(C(C)C)C(C)C)F 1-(1-(((7-(8-chloro-7-fluoro-3-((triisopropylsilyl)oxy)naphthalen-1-yl)-8-fluoro-4-(2,2,2-trifluoroethoxy)pyrido[4,3-d]pyrimidin-2-yl)oxy)methyl)cyclopropyl)-N,N-dimethylmethanamine